C(CCCCCCCCCCC)OCC(CNCCO)O 1-(dodecyloxy)-3-[(2-hydroxyethyl)amino]-2-propanol